COC1=CC=C(CNC(=O)NC2CC3(CN(C3)C(=O)C3=CN(C(C=C3)=O)C)C2)C=C1 1-(4-methoxybenzyl)-3-(2-(1-methyl-6-oxo-1,6-dihydropyridine-3-carbonyl)-2-azaspiro[3.3]heptan-6-yl)urea